[N+](=O)([O-])C1=C(C)C=C(C(=C1)Br)F 2-nitro-4-bromo-5-fluorotoluene